CC(C(CC)=NO)(C)C trimethylbutanone oxime